COC1=CC=C(C=N1)[C@@H](CC(=O)O)N1N=C(C=C1)CCCC1=NC=2NCCCC2C=C1 |r| (±)-3-(6-methoxypyridin-3-yl)-3-(3-(3-(5,6,7,8-tetrahydro-1,8-naphthyridin-2-yl)propyl)-1H-pyrazol-1-yl)propionic acid